isopropyl (trans-4-(5-(2-(N-(tert-butyl)sulfamoyl)-4-(isobutoxymethyl)phenyl)thiazol-2-yl)cyclohexyl)carbamate C(C)(C)(C)NS(=O)(=O)C1=C(C=CC(=C1)COCC(C)C)C1=CN=C(S1)[C@@H]1CC[C@H](CC1)NC(OC(C)C)=O